(2R)-1-[(6-chloro-4-methylpyridazin-3-yl)amino]propan-2-ol ClC1=CC(=C(N=N1)NC[C@@H](C)O)C